(4-(cyanoethynyl) benzoyl)-2,3,5,6-tetrafluorobenzenesulfonate C(#N)C#CC1=CC=C(C(=O)OS(=O)(=O)C2=C(C(=CC(=C2F)F)F)F)C=C1